benzyl (2-(4-methyl-2-(3-neopentyl-4-oxo-6-(trifluoromethyl)-3,4-dihydroquinazolin-2-yl)morpholin-3-yl)ethyl)carbamate CN1C(C(OCC1)C1=NC2=CC=C(C=C2C(N1CC(C)(C)C)=O)C(F)(F)F)CCNC(OCC1=CC=CC=C1)=O